ClC1=C(COC2=NN(C=C2)C2CCN(CC2)CC2=NC3=C(N2C[C@H]2OCC2)C=C(C=C3)C(=O)O)C=CC(=C1)C#N (S)-2-((4-(3-((2-chloro-4-cyanobenzyl)oxy)-1H-pyrazol-1-yl)piperidin-1-yl)methyl)-1-(oxetan-2-ylmethyl)-1H-benzo[d]imidazole-6-carboxylic acid